N-(3-(chloromethyl)-1,2,4-thiadiazol-5-yl)-5-(3-(difluoromethoxy)phenyl)thiophene-3-carboxamide ClCC1=NSC(=N1)NC(=O)C1=CSC(=C1)C1=CC(=CC=C1)OC(F)F